NN1[C@@H](CCC1)C(=O)O amino-proline